FC1(CC12CN(C(C1=CC=C(C=C21)C2(CC2)F)=O)CC(=O)O)F 2-(2,2-Difluoro-6'-(1-fluorocyclopropyl)-1'-oxo-1'h-spiro[cyclopropane-1,4'-isoquinoline]-2'(3'h)-yl)acetic acid